C(OCCCCCBr)(OCCCCCCC(C(F)(F)F)(F)F)=O 5-bromopentyl (7,7,8,8,8-pentafluorooctyl) carbonate